N-[2-[tert-butyl(dimethyl)silyl]oxyethoxy]-5-[[2-(ethylsulfamoylamino)-3-fluoropyridin-4-yl]methyl]-3,4-difluoro-2-(2-fluoro-4-iodoanilino)benzamide [Si](C)(C)(C(C)(C)C)OCCONC(C1=C(C(=C(C(=C1)CC1=C(C(=NC=C1)NS(NCC)(=O)=O)F)F)F)NC1=C(C=C(C=C1)I)F)=O